cyclopropyl-(4,6-dichloropyrimidin-5-yl)methanol C1(CC1)C(O)C=1C(=NC=NC1Cl)Cl